4-bromo-7-chloro-2,3-dimethyl-1H-pyrrolo[2,3-c]pyridine BrC1=C2C(=C(N=C1)Cl)NC(=C2C)C